CC1(COC1)CNC(=O)NC1=NC2=C(N1)C=CC(=C2)C2=CC=NC=C2 1-((3-Methyloxetan-3-yl)methyl)-3-(5-(pyridin-4-yl)-1H-benzo[d]imidazol-2-yl)urea